2,4-dihydroxy-5-isopropyl-N-methyl-N-(4-morpholinylphenyl)benzamide OC1=C(C(=O)N(C2=CC=C(C=C2)N2CCOCC2)C)C=C(C(=C1)O)C(C)C